3-amino-N-(4,5-dimethylthiazol-2-yl)-2-methylbenzamide NC=1C(=C(C(=O)NC=2SC(=C(N2)C)C)C=CC1)C